COC1=CC2=C(N=C(S2)NC(CC2=CC=C(OC3=NC=CC=C3C(=O)N)C=C2)=O)C=C1 2-(4-(2-((6-methoxybenzo[d]thiazol-2-yl)amino)-2-oxoethyl)phenoxy)pyridine-3-carboxamide